(R)-6-fluoro-5-(2-(5-fluoro-2-methoxypyridin-3-yl)pyrrolidin-1-yl)-3-(4H-1,2,4-triazol-3-yl)pyrazolo[1,5-a]pyrimidine FC=1C(=NC=2N(C1)N=CC2C2=NN=CN2)N2[C@H](CCC2)C=2C(=NC=C(C2)F)OC